NC([C@H](CCC(=O)OC(C)(C)C)N1C(C2=CC=CC(=C2C1)OCC1=CC=C(C=C1)CN1CC(CC1)C(NCCOC)=O)=O)=O (4S)-tert-butyl 5-amino-4-(4-((4-((3-((2-methoxyethyl)carbamoyl)pyrrolidin-1-yl)methyl)benzyl)oxy)-1-oxoisoindolin-2-yl)-5-oxopentanoate